(rac)-(6-(3-Ethylphenyl)-2-azaspiro[3.4]octan-2-yl)((1s,3s)-3-hydroxy-3-methylcyclobutyl)methanone C(C)C=1C=C(C=CC1)[C@H]1CC2(CN(C2)C(=O)C2CC(C2)(C)O)CC1 |r|